N[C@H](C(=O)NC1=CC=C(C=C1)C=1C(=NN(C1C)CC1=CC=C(C=C1)OC)C)C1CCC(CC1)C (S)-2-amino-N-(4-(1-(4-methoxybenzyl)-3,5-dimethyl-1H-pyrazol-4-yl)phenyl)-2-((1r,4S)-4-methylcyclohexyl)acetamide